4-[2-(2-Chloro-3-methyl-4-pyridyl)ethynyl]-5-methyl-1-(6-methylpyridazin-3-yl)imidazole ClC1=NC=CC(=C1C)C#CC=1N=CN(C1C)C=1N=NC(=CC1)C